N1CCC(CC1)N1C(CNC2=CC=CC=C12)=S (piperidin-4-yl)-3,4-dihydroquinoxaline-2(1H)-thione